tert-butyl (4R)-4-((1R,2S)-3-azido-3-{[tert-butyl(dimethyl)silyl]oxy}-2-methylpropyl)-2,2-dimethyl-1,3-oxazolidine-3-carboxylate N(=[N+]=[N-])C([C@H](C[C@H]1N(C(OC1)(C)C)C(=O)OC(C)(C)C)C)O[Si](C)(C)C(C)(C)C